4-((3-Fluoropyridin-4-yl)ethynyl)-5-methyl-1-(6-methylpyridin-3-yl)-1H-imidazole-2-carboxamide FC=1C=NC=CC1C#CC=1N=C(N(C1C)C=1C=NC(=CC1)C)C(=O)N